COC(=O)C=1N(C2=C(CN(C(C2)(C(=O)OC)C)C(=O)OC(C)(C)C)N1)C 1,6-dimethyl-6,7-dihydro-1H-imidazo[4,5-c]pyridine-2,5,6(4H)-tricarboxylic acid 5-tert-butyl 2,6-dimethyl ester